8-chloro-5H-pyrimido[5,4-b]indol-4-ol ClC1=CC=2C3=C(NC2C=C1)C(=NC=N3)O